1-methoxy-4-(methylthio)benzene COC1=CC=C(C=C1)SC